C(#N)C=1C=C(C=CC1)C=1N=C(SC1C1=CC(=NC(=C1)C)CO)NC(=O)N1CCC2(C(NC2)=O)CC1 N-[4-(3-cyanophenyl)-5-[2-(hydroxymethyl)-6-methyl-4-pyridyl]thiazol-2-yl]-3-oxo-2,7-diazaspiro[3.5]nonane-7-carboxamide